pyrazolo[1,5-a]Pyridine-2-ol N1=C(C=C2N1C=CC=C2)O